4-Amino-1-(6-chloropyridin-3-yl)-2-oxo-7-(trifluoromethyl)-1,2-dihydro-1,8-naphthyridine-3-carboxylic acid methyl ester COC(=O)C=1C(N(C2=NC(=CC=C2C1N)C(F)(F)F)C=1C=NC(=CC1)Cl)=O